tetrabutylammonium perfluorooctanesulfonate salt FC(C(C(C(C(C(C(C(F)(F)F)(F)F)(F)F)(F)F)(F)F)(F)F)(F)F)(S(=O)(=O)[O-])F.C(CCC)[N+](CCCC)(CCCC)CCCC